C(C)OCCC1=CC(=C(C=C1OC)CC(CC)N)OC 1-(4-(2-ethoxyethyl)-2,5-dimethoxyphenyl)butan-2-amine